(8R/S)-4-(((1R)-1-(3-(3-(dimethylamino)-1,1-difluoro-2-hydroxy-2-methylpropyl)-2-fluorophenyl)ethyl)amino)-8-methoxy-2,6,8-trimethyl-6,8-dihydro-7H-pyrrolo[2,3-g]quinazolin-7-one CN(CC(C(F)(F)C=1C(=C(C=CC1)[C@@H](C)NC1=NC(=NC2=CC3=C(C=C12)N(C([C@]3(C)OC)=O)C)C)F)(C)O)C |&1:28|